ClC=1C=C2C(=NC1OC)C(=C(N2)C2=NN=C(N2)Cl)C=2C=NNC2 6-chloro-2-(5-chloro-4H-1,2,4-triazol-3-yl)-5-methoxy-3-(1H-pyrazol-4-yl)-1H-pyrrolo[3,2-b]pyridine